COC(=O)C=1C(N(C2=CC(=CC=C2C1N)C1CC1)C1=CC=C(C=C1)C(C)O)=O 4-Amino-1-(4-(1-hydroxyethyl)phenyl)-2-oxo-7-cyclopropyl-1,2-dihydroquinoline-3-carboxylic acid methyl ester